dimethyl-dihydro-acridine CC1(CC=CC2=NC3=CC=CC=C3C=C12)C